C(CCCCC=CCC=CCCCCCCCC)(=O)OC 6,9-OCTADECADIENOIC ACID, METHYL ESTER